N-(1-(2-oxoindolin-5-carbonyl)piperidin-3-yl)propionamide O=C1NC2=CC=C(C=C2C1)C(=O)N1CC(CCC1)NC(CC)=O